4-Triazolebenzophenone N1N=NC(=C1)C1=CC=CC=C1C(=O)C1=CC=CC=C1